FC(COC=1C=C(C=C2C(NC=NC12)=O)C1=NC=C(C=C1)F)F 8-(2,2-difluoroethoxy)-6-(5-fluoropyridin-2-yl)quinazolin-4(3H)-one